FC(S(=O)(=O)OC1=CCCC2=C1C(=C(S2)NC(=O)OC(C)(C)C)C#N)(F)F [2-(tert-butoxycarbonylamino)-3-cyano-6,7-dihydrobenzothiophen-4-yl] trifluoromethanesulfonate